4-(octadecylamino)-4-oxobutanoic acid C(CCCCCCCCCCCCCCCCC)NC(CCC(=O)O)=O